(3-methyl-1,2,4-oxadiazol-5-yl)methanone diethyl-1-amino-4-(1-methyl-1H-pyrazol-3-yl)-1H-pyrrole-2,3-dicarboxylate C(C)OC(=O)C=1N(C=C(C1C(=O)OCC)C1=NN(C=C1)C)N.CC1=NOC(=N1)C=O